COC=1C=C(CNC2=CN=C3N(C2=O)[C@@H](CC3)C(=O)NCC=3C=CC(=NC3C)NC(OC(C)(C)C)=O)C=C(C1)C tert-butyl (S)-(5-((3-((3-methoxy-5-methyl-benzyl)amino)-4-oxo-4,6,7,8-tetrahydropyrrolo[1,2-a]pyrimidine-6-carboxamido)-methyl)-6-methylpyridin-2-yl)carbamate